NC=1C=C(C=C2C=C(N=CC12)NC1=NN2CC(N(CCC2=C1)C)=O)C1C(C1)C#N 2-(8-amino-3-((6-methyl-7-oxo-5,6,7,8-tetrahydro-4H-pyrazolo[1,5-d][1,4]diazepin-2-yl)amino)isoquinolin-6-yl)cyclopropane-1-carbonitrile